7-(prop-2-yloxy)-1-(tetrahydro-2H-pyran-4-ylmethoxy)isoquinoline-6-carboxamide CC(C)OC1=C(C=C2C=CN=C(C2=C1)OCC1CCOCC1)C(=O)N